bis(2,4-di-tert-butylphenyl)pentaerythritol di-phosphite P(O)(O)O.P(O)(O)O.C(C)(C)(C)C1=C(C=CC(=C1)C(C)(C)C)C(O)(C(CO)(CO)CO)C1=C(C=C(C=C1)C(C)(C)C)C(C)(C)C